[OH-].C(CCC)[P+](CCCN)(CCCC)CCCC tributyl-(3-aminopropyl)phosphonium hydroxide